5-oxo-N-{4-[3-(pyridin-2-yl)-1,2,4-oxadiazol-5-yl]Phenyl}-1-[(pyridin-3-yl)methyl]Pyrrolidine-3-carboxamide O=C1CC(CN1CC=1C=NC=CC1)C(=O)NC1=CC=C(C=C1)C1=NC(=NO1)C1=NC=CC=C1